ClC1=C(CN2CC(C(CC2)S)=CC(=O)O)C=CC=C1 2-(1-(2-chlorobenzyl)-4-mercaptopiperidin-3-ylidene)acetic acid